ClC1=NC(=CC2=C1N(C=N2)C(C)C)C2=CC=C1C(C(N(C1=C2)C2CC(C2)N2CC(C2)(C)C)=O)(C)C 6-(4-chloro-3-isopropyl-3H-imidazo[4,5-c]pyridin-6-yl)-1-((1s,3s)-3-(3,3-dimethylazetidin-1-yl)cyclobutyl)-3,3-dimethylindolin-2-one